(heptan-4-yl)benzo[d][1,3]dioxole-5-carboxamide CCCC(CCC)C1OC2=C(O1)C=CC(=C2)C(=O)N